2-(3-fluorophenoxy)-N-phenyl-N-(thiophen-2-ylmethyl)acetamide FC=1C=C(OCC(=O)N(CC=2SC=CC2)C2=CC=CC=C2)C=CC1